(S)-2-(4-(6-((4-chloro-1-methyl-1H-pyrazol-3-yl)methoxy)pyridin-2-yl)-2,5-difluorobenzyl)-1-(oxetan-2-ylmethyl)-1H-benzo[d]imidazole-6-carboxylic acid ClC=1C(=NN(C1)C)COC1=CC=CC(=N1)C1=CC(=C(CC2=NC3=C(N2C[C@H]2OCC2)C=C(C=C3)C(=O)O)C=C1F)F